2-(2-amino-6-((4-aminophenyl)amino)-9H-purin-9-yl)-N-(1-tert-butyl-3-methyl-1H-pyrazol-5-yl)acetamide NC1=NC(=C2N=CN(C2=N1)CC(=O)NC1=CC(=NN1C(C)(C)C)C)NC1=CC=C(C=C1)N